CN1[C@H](CN[C@@H](CC1)CS)C [(2S,5S)-1,2-dimethyl-1,4-diazepan-5-yl]methanethiol